C1(CC1)C1=CC2=C(N=C(N=C2)NC2CCC(CC2)O)C(=N1)NC(C)C (1r,4r)-4-((6-cyclopropyl-8-(isopropylamino)pyrido[3,4-d]pyrimidin-2-yl)amino)cyclohexan-1-ol